(4-(4-amino-6-ethynyl-5-(quinolin-3-yl)-7H-pyrrolo[2,3-d]pyrimidin-7-yl)bicyclo[2.2.1]heptan-1-yl)methyl methanesulfonate CS(=O)(=O)OCC12CCC(CC1)(C2)N2C(=C(C1=C2N=CN=C1N)C=1C=NC2=CC=CC=C2C1)C#C